N1C[C@@H](CCC1)N1C(=CC=2C1=C1C(=NC2)NC=C1)C1=NC=CC=C1 (R)-1-(piperidin-3-yl)-2-(pyridin-2-yl)-1,6-dihydrodipyrrolo[2,3-b:2',3'-d]pyridine